1-(4-(4-(benzo[d]thiazol-5-ylamino)quinolin-6-yl)-3-fluorophenyl)-4-methylpiperazin-2-one S1C=NC2=C1C=CC(=C2)NC2=CC=NC1=CC=C(C=C21)C2=C(C=C(C=C2)N2C(CN(CC2)C)=O)F